CN1N=CC2=CC=C(C=C12)C=1C2=C(NN1)C1=C(C2)SC(=C1)C1CCN(CC1)C(CN1CCOCC1)=O 1-(4-(3-(1-methyl-1H-indazol-6-yl)-1,4-dihydro-thieno[2',3':4,5]cyclopenta[1,2-c]pyrazol-6-yl)piperidin-1-yl)-2-morpholinoethan-1-one